bis(propyl)benzene C(CC)C1=C(C=CC=C1)CCC